OC[C@H]1O[C@@H](CCC1)OC1=C(C=C(C=C1)C1=CC(=CC=C1)C=1OC(=NN1)C)C (2S,3S,4S,5R,6R)-2-(hydroxymethyl)-6-[2-methyl-4-[3-(5-methyl-1,3,4-oxadiazol-2-yl)phenyl]phenoxy]tetrahydropyran